N1N=CC(=C1)C=1C=C2C(=NC1)NC(=N2)C2CN(CC2)C#N 3-(6-(1H-Pyrazol-4-yl)-3H-imidazo[4,5-b]pyridin-2-yl)pyrrolidine-1-carbonitrile